NC1=NC(=C2C(=N1)N(N=C2)C)NCC2=CC=C(C=C2)S(=O)(=O)N 4-(((6-Amino-1-methyl-1H-pyrazolo[3,4-d]pyrimidin-4-yl)amino)methyl)-benzenesulfonamide